CC=1C(=C(CNC2=CC=CC=C2)C=C(C1)C)OCCN1CCOCC1 (3,5-Dimethyl-2-(2-morpholinoethoxy)benzyl)aniline